C(C)(=O)NC=1C(=C(C(=CC1)F)NC(C1=C(C=CC(=C1)NC(=O)[C@@H]1C([C@H]1C1=CC(=C(C=C1)F)C(F)(F)F)(Cl)Cl)F)=O)F N-(3-Acetamido-2,6-difluorophenyl)-5-((1R,3R)-2,2-dichloro-3-(4-fluoro-3-(trifluoromethyl)phenyl)cyclopropane-1-carboxamido)-2-fluorobenzamide